(R)-4-((3-((1-methylvinyl)sulfonamido)piperidin-1-yl)methyl)-N-(4-(4-morpholino-7H-pyrrolo[2,3-d]pyrimidin-6-yl)phenyl)picolinamide CC(=C)S(=O)(=O)N[C@H]1CN(CCC1)CC1=CC(=NC=C1)C(=O)NC1=CC=C(C=C1)C1=CC2=C(N=CN=C2N2CCOCC2)N1